3-(5-(1-(2-hydroxyethyl)piperidin-4-yl)-3-methyl-2-oxo-2,3-dihydro-1H-benzo[d]imidazol-1-yl)piperidine-2,6-dione OCCN1CCC(CC1)C1=CC2=C(N(C(N2C)=O)C2C(NC(CC2)=O)=O)C=C1